(R)-3-CYANO-4-((4-(DIMETHYLAMINO)-1-((4-FLUOROPHENYL)THIO)BUTAN-2-YL)AMINO)-5-FLUORO-N-((4-METHYLCYCLOHEXYL)SULFONYL)BENZAMIDE C(#N)C=1C=C(C(=O)NS(=O)(=O)C2CCC(CC2)C)C=C(C1N[C@@H](CSC1=CC=C(C=C1)F)CCN(C)C)F